I.CSC(C1=CC=CC=C1)=N.NC1=NC=2C=CC(=CC2C2=C1COC2)C(=O)N2[C@H](COCC2)C2=C(C=CC=C2)C |r| (4-amino-1,3-dihydrofuro[3,4-c]quinolin-8-yl)-[rac-(3S)-3-(o-tolyl)morpholin-4-yl]methanone methyl-benzimidothioate hydrogen iodide salt